NC=1C=C(C=C(C1)C(F)(F)F)[C@@H](C)NC1=NC(=NC2=CC(=C(C=C12)C1CCC(CC1)C(=O)N1CCN(CC1)CCCC1CCN(CC1)C(=O)[O-])OC)C 4-(3-(4-((1R,4R)-4-(4-(((R)-1-(3-amino-5-(trifluoromethyl)phenyl)ethyl) Amino)-7-methoxy-2-methylquinazolin-6-yl)cyclohexane-1-carbonyl)piperazin-1-yl)propyl)piperidine-1-carboxylate